tert-butyl N-[1-[[2-chloro-5-(1-isopropyl-6-oxo-3-pyridyl)phenyl]methyl]-2-oxo-2-[4-(1H-pyrazol-4-yl)anilino]ethyl]carbamate ClC1=C(C=C(C=C1)C1=CN(C(C=C1)=O)C(C)C)CC(C(NC1=CC=C(C=C1)C=1C=NNC1)=O)NC(OC(C)(C)C)=O